COC1=CC=CC2=CC=CC=C21 METHOXYNAPHTHALENE